3-(2,2-diphenyl-2-(((((2-phenyl-1,3-dioxan-5-yl)oxy)carbonyl)oxy)methoxy)acetoxy)spiro[bicyclo[3.2.1]octane-8,1'-pyrrolidin]-1'-ium trifluoroacetate FC(C(=O)[O-])(F)F.C1(=CC=CC=C1)C(C(=O)OC1CC2CCC(C1)[N+]21CCCC1)(OCOC(=O)OC1COC(OC1)C1=CC=CC=C1)C1=CC=CC=C1